C(C)N1CCN(CC1)C([C@H](CCCN[C@H]1[C@@H](C1)C1=CC=C(C=C1)F)NC(C1=CC=C(C=C1)F)=O)=O N-[(2S)-1-(4-ethylpiperazin-1-yl)-5-[[(1R,2S)-2-(4-fluorophenyl)cyclopropyl]amino]-1-oxopentan-2-yl]-4-fluorobenzamide